(S)-8-(2-amino-6-((R)-1-(3'-chloro-3-(3-methyl-1H-pyrazol-1-yl)-[1,1'-biphenyl]-4-yl)-2,2,2-trifluoroethoxy)pyrimidin-4-yl)-2,8-diazaspiro[4.5]decane-3-carboxylic acid NC1=NC(=CC(=N1)N1CCC2(C[C@H](NC2)C(=O)O)CC1)O[C@@H](C(F)(F)F)C1=C(C=C(C=C1)C1=CC(=CC=C1)Cl)N1N=C(C=C1)C